C(CCCCCCCCCCC)[N+](C)(C)[O-] lauryldimethyl-amine-N-oxide